C[Sn](C1=CC=2C(S1)=C(C1=C(SC(=C1)[Sn](C)(C)C)C2C2=CC=C(S2)C(=O)OCC(CCCC)CC)C2=CC=C(S2)C(=O)OCC(CCCC)CC)(C)C 5,5'-[2,6-bis(trimethylstannyl)benzo[1,2-b:4,5-b']dithiophene-4,8-diyl]bis-2-thiophenecarboxylic acid, 2,2'-bis(2-ethylhexyl) ester